5-{4-[(4-butyl-2,6-difluorophenyl)ethynyl]phenyl}-2-propylthieno[3,2-b]thiophene C(CCC)C1=CC(=C(C(=C1)F)C#CC1=CC=C(C=C1)C1=CC=2SC(=CC2S1)CCC)F